4-octadecyl-imidazole hexafluorophosphate F[P-](F)(F)(F)(F)F.C(CCCCCCCCCCCCCCCCC)C=1N=CNC1